FC1=CC=C(C=C1)C#CC=1C=C(C(=O)NCC2=CC=3N(C=C2)C=CN3)C=CC1S(NCC1=NN(C=C1)C)(=O)=O 3-((4-fluorophenyl)ethynyl)-N-(imidazo[1,2-a]pyridin-7-ylmethyl)-4-(N-((1-methyl-1H-pyrazol-3-yl)methyl)sulfamoyl)benzamide